benzyl ((S)-1-amino-3-((S)-2,2-dimethyl-4-oxooxazolidin-5-yl)-1-oxopropan-2-yl)carbamate NC([C@H](C[C@H]1C(NC(O1)(C)C)=O)NC(OCC1=CC=CC=C1)=O)=O